2-(6-{5-chloro-2-[(Oxacyclohex-4-yl)amino]pyrimidin-4-yl}-1-oxo-2,3-dihydro-1H-isoindol-2-yl)-N-(2-cyclopropylprop-2-yl)-N-methylacetamide ClC=1C(=NC(=NC1)NC1CCOCC1)C1=CC=C2CN(C(C2=C1)=O)CC(=O)N(C)C(C)(C)C1CC1